(2-((2,5-dichloropyrimidin-4-yl)amino)phenyl)dimethylphosphine oxide ClC1=NC=C(C(=N1)NC1=C(C=CC=C1)P(C)(C)=O)Cl